FC1(CC(C1)(O)CC(=O)O)F 2-(3,3-difluoro-1-hydroxy-cyclobutyl)acetic acid